(S)-4-fluoro-N-methyl-N-(1-(4-(N-oxetan-3-ylsulfamoyl)phenylamino)-1-oxo-3-(pyridin-3-yl)propan-2-yl)benzamide FC1=CC=C(C(=O)N([C@H](C(=O)NC2=CC=C(C=C2)S(NC2COC2)(=O)=O)CC=2C=NC=CC2)C)C=C1